Dysprosium(III) trifluoromethanesulfonate FC(S(=O)(=O)[O-])(F)F.[Dy+3].FC(S(=O)(=O)[O-])(F)F.FC(S(=O)(=O)[O-])(F)F